N-((7-(carbamoyl)benzofuran-2-yl)methyl)-4-(2-chloropyrimidin-4-yl)-1H-pyrrole-2-carboxamide C(N)(=O)C1=CC=CC=2C=C(OC21)CNC(=O)C=2NC=C(C2)C2=NC(=NC=C2)Cl